8-[4-(5-hexynyloxy)-3-methyl-phenyl]-5-methoxy-4-[(1-naphthyl)methyl]-2-oxo-7-thia-1-azabicyclo[4.3.0]non-3,5,8-triene-9-carboxylic acid C(CCCC#C)OC1=C(C=C(C=C1)C=1SC2=C(C(=CC(N2C1C(=O)O)=O)CC1=CC=CC2=CC=CC=C12)OC)C